ClC1=C(C=C(C=C1)OC(F)(F)F)N1CCCCC1 1-(2-chloro-5-(trifluoromethoxy)phenyl)piperidin